N1=C(SC2=C1C=1CCOC1C=C2)N2C(N[C@@H](C[C@H]2C#CC)C)=O (4R,6S)-1-(7,8-dihydrobenzofuro[4,5-d]thiazol-2-yl)-4-methyl-6-(prop-1-yn-1-yl)tetrahydropyrimidin-2(1H)-one